(R)-(1-(4-(5-cyanopyridin-2-yl)piperazin-1-yl)-1-oxopropan-2-yl)(methyl)carbamic acid tert-butyl ester C(C)(C)(C)OC(N(C)[C@@H](C(=O)N1CCN(CC1)C1=NC=C(C=C1)C#N)C)=O